6-bromo-2-(1-cyclopropylpiperidin-4-yl)-quinazolin-4(3H)-one BrC=1C=C2C(NC(=NC2=CC1)C1CCN(CC1)C1CC1)=O